C(CCC)OC1CCC(CC1)N (1R,4R)-4-butoxycyclohexylamine